4-{6-amino-5-[1-(2-chloro-3,6-difluoro-phenyl)-ethoxy]-pyridin-3-yl}-N-(1-methyl-piperidin-4-yl)-benzamide NC1=C(C=C(C=N1)C1=CC=C(C(=O)NC2CCN(CC2)C)C=C1)OC(C)C1=C(C(=CC=C1F)F)Cl